4-methyl-6-((R)-2-methylmorpholino)pyridin CC1=CC=NC(=C1)N1C[C@H](OCC1)C